(2S)-2-[[2-(3-chloro-4-methylsulfonyl-anilino)-5-(5-methyl-1H-pyrazol-3-yl)pyrimidin-4-yl]amino]-2-phenyl-ethanol ClC=1C=C(NC2=NC=C(C(=N2)N[C@H](CO)C2=CC=CC=C2)C2=NNC(=C2)C)C=CC1S(=O)(=O)C